2-diazo-3-oxo-pentanoic acid ethyl ester C(C)OC(C(C(CC)=O)=[N+]=[N-])=O